1-[(4-methylsulfanylphenyl)methyl]-4-(4,4,5,5-tetramethyl-1,3,2-dioxaborolan-2-yl)pyrazole CSC1=CC=C(C=C1)CN1N=CC(=C1)B1OC(C(O1)(C)C)(C)C